6-bromo-4-(chloromethyl)-8-methylphthalazin-1(2H)-one BrC=1C=C2C(=NNC(C2=C(C1)C)=O)CCl